3-iodo-4-(pyridin-4-yl)aniline IC=1C=C(N)C=CC1C1=CC=NC=C1